2-(4-(5-(3-Methylisoxazol-5-yl)-2-(trifluoromethyl)pyrimidin-4-yl)piperidin-1-yl)-1-morpholinoethanone CC1=NOC(=C1)C=1C(=NC(=NC1)C(F)(F)F)C1CCN(CC1)CC(=O)N1CCOCC1